C(C)(C)(C)OC(C(C[C@H]1OCCCC1)N1C(C=C(C(=C1)OC)C1=C(C=CC(=C1)Cl)C1=NOC=C1)=O)=O 2-{4-[5-chloro-2-(1,2-oxazol-3-yl)phenyl]-5-methoxy-2-oxopyridin-1(2H)-yl}-3-[(2S)-tetrahydro-2H-pyran-2-yl]propionic acid tert-butyl ester